tert-butyl octahydropyrrolo[3,4-c]pyrrole-2-carboxylate C1N(CC2C1CNC2)C(=O)OC(C)(C)C